(6-((3S,5S)-3,5-dimethylpiperazin-1-yl)-3-((7-fluoro-2-methyl-2H-indazol-5-yl)amino)-1H-indazol-4-yl)-methanol 2,2,2-trifluoroacetate FC(C(=O)O)(F)F.C[C@H]1CN(C[C@@H](N1)C)C1=CC(=C2C(=NNC2=C1)NC1=CC2=CN(N=C2C(=C1)F)C)CO